N-((3R,6S)-6-((2-(5-(2-((3S,5R)-3,5-dimethylmorpholine-4-carbonyl)-4-fluorophenoxy)pyrimidin-4-yl)-2,7-diazaspiro[3.5]nonan-7-yl)methyl)tetrahydro-2H-pyran-3-yl)oxetane-3-sulfonamide C[C@@H]1N([C@@H](COC1)C)C(=O)C1=C(OC=2C(=NC=NC2)N2CC3(C2)CCN(CC3)C[C@@H]3CC[C@H](CO3)NS(=O)(=O)C3COC3)C=CC(=C1)F